4-((E)-1-(1H-Indazol-5-yl)-2-phenylbut-1-en-1-yl)phenyl-N-(thiazol-2-yl)acrylamide N1N=CC2=CC(=CC=C12)\C(=C(/CC)\C1=CC=CC=C1)\C1=CC=C(C=C1)C(C(=O)NC=1SC=CN1)=C